2-allyl-pent-4-enyl-amine C(C=C)C(CN)CC=C